C1(CC1)C=1C=CC(=NC1)C1COC=2C(=NC=C(C2)B2OC(C(O2)(C)C)(C)C)O1 3-(5-cyclopropylpyridin-2-yl)-7-(4,4,5,5-tetramethyl-1,3,2-dioxaborolan-2-yl)-2,3-dihydro-[1,4]dioxino[2,3-b]pyridine